5-[(2R)-4-(7-chloro-5-fluoro-2,3-dihydro-1H-indole-1-carbonyl)-2-ethylpiperazin-1-yl]-2'-ethoxy-N-(1-methylazetidin-3-yl)-[2,3'-bipyridine]-6-carboxamide ClC=1C=C(C=C2CCN(C12)C(=O)N1C[C@H](N(CC1)C=1C=CC(=NC1C(=O)NC1CN(C1)C)C=1C(=NC=CC1)OCC)CC)F